9H-fluoren-9-ylmethyl 4-[(tert-butoxycarbonyl)amino]-4-[(1-carbamoyl-1-methylethyl)carbamoyl]piperidine-1-carboxylate C(C)(C)(C)OC(=O)NC1(CCN(CC1)C(=O)OCC1C2=CC=CC=C2C=2C=CC=CC12)C(NC(C)(C)C(N)=O)=O